CN(C1=CC(=CC=C1)C1NCCCC1)C N,N-dimethyl-3-(Piperidin-2-yl)Aniline